C1(CCCCC1)C(C)(C)OC(C(=C)C)=O 2-Cyclohexylpropan-2-yl-methacrylat